COC1=C(C=C(C=C1)OC)N=NC1=CC=CC=C1 2'-methoxy-5'-methoxy-azobenzene